5-(4-methoxynaphthalene-1-yl)-4-(3-methoxyphenyl)-1H-pyrazole COC1=CC=C(C2=CC=CC=C12)C1=C(C=NN1)C1=CC(=CC=C1)OC